ClC1=CC=C(C=C1)C=1N=C(SC1)C12CC(C1)(C2)N 3-[4-(4-chlorophenyl)thiazol-2-yl]bicyclo[1.1.1]pentan-1-amine